[N+](=O)([O-])C1=CC=C2CCN(C2=C1)C(CC=1N=C(SC1)COC1=CC=CC=C1)=O 1-(6-Nitroindolin-1-yl)-2-(2-(phenoxymethyl)thiazol-4-yl)ethan-1-one